C(C1=CC=CC=C1)(=O)OCC1=CC(=C(C=C1)OC)O 3-hydroxy-4-methoxybenzyl benzoate